Dioctylsulfosuccinic acid sodium salt [Na+].C(CCCCCCC)C(C(C(=O)[O-])S(=O)(=O)[O-])(C(=O)[O-])CCCCCCCC.[Na+].[Na+]